CC1=CC(=CC=N1)C(F)(F)F 6-methyl-4-(trifluoromethyl)pyridine